ClC1C(N(CC1CCl)C1=CC(=CC=C1)C(F)(F)F)=O 3-chloro-4-chloromethyl-1-(3-trifluoromethylphenyl)-2-pyrrolidone